β-D-threofuranose O[C@H]1[C@@H](O)[C@H](O)CO1